C(N)(=O)C1=CC=CC=2NC(=NC21)CC2=CC=C(C=C2)C=2C=C(C=1C=NN(C1C2)C(C)C)C(=O)NCC=2C(NC(=CC2C)C)=O 6-(4-((4-carbamoyl-1H-benzo[d]imidazol-2-yl)methyl)phenyl)-N-((4,6-dimethyl-2-oxo-1,2-dihydropyridin-3-yl)methyl)-1-isopropyl-1H-indazole-4-carboxamide